F[C@@H]1[C@@H](C1)C(=O)O (1S,2S)-2-fluorocyclopropaneformic acid